6'-chlorospiro[4,5-dihydro-2H-1,5-benzoxazepine-3,1'-tetralin]-7-sulfonamide ClC=1C=C2CCCC3(C2=CC1)COC1=C(NC3)C=C(C=C1)S(=O)(=O)N